3-(benzothiazol-2-yl)coumarin S1C(=NC2=C1C=CC=C2)C=2C(OC1=CC=CC=C1C2)=O